Cl.ClC1=CC(=C(OCC[C@H](N)B2OC(C(O2)(C)C)(C)C)C=C1)F (R)-3-(4-chloro-2-fluoro-phenoxy)-1-(4,4,5,5-tetramethyl-1,3,2-dioxaborolan-2-yl)propan-1-amine hydrochloride